C(C)(=O)O[C@H]1O[C@@H]([C@H]([C@@H]([C@@H]1OC(C)=O)OC(C)=O)OC(C)=O)COC(C)=O (2R,3S,4S,5R,6R)-6-(acetoxymethyl)tetrahydro-2H-pyran-2,3,4,5-tetrayl tetraacetate